7-((Cis)-4-(4-methylpiperazin-1-yl)cyclohexyl)-5-(4-phenoxyphenyl)pyrrolo[2,1-f][1,2,4]triazin-4-amine CN1CCN(CC1)[C@H]1CC[C@H](CC1)C1=CC(=C2C(=NC=NN21)N)C2=CC=C(C=C2)OC2=CC=CC=C2